ClC=1C=C(C=CC1C#N)C1=CC=C(C=C1)F 3-chloro-4'-fluoro-[1,1'-biphenyl]-4-carbonitrile